3-phenyl-3-(4-morpholinylphenyl)-10,11,12-trimethoxy-13,13-dimethyl-3H,13H-indeno[2',3':3,4]naphtho[1,2-b]pyran C1(=CC=CC=C1)C1(C=CC2=C(O1)C=1C=CC=CC1C1=C2C(C2=C(C(=C(C=C21)OC)OC)OC)(C)C)C2=CC=C(C=C2)N2CCOCC2